N-(5-(4-(ethylcarbamoyl)phenyl)thiazolo[5,4-b]pyridin-2-yl)-5-(2-methoxyphenyl)pyridazine-4-carboxamide C(C)NC(=O)C1=CC=C(C=C1)C1=CC=C2C(=N1)SC(=N2)NC(=O)C2=CN=NC=C2C2=C(C=CC=C2)OC